3-(3-chloro-4-(trifluoromethoxy)phenyl)-8-((2-chlorothiazol-5-yl)methyl)pyrido[2,3-d]pyrimidine-2,4(3H,8H)-dione ClC=1C=C(C=CC1OC(F)(F)F)N1C(N=C2C(C1=O)=CC=CN2CC2=CN=C(S2)Cl)=O